2,9-dimethyl[1,10]phenanthroline CC1=NC2=C3N=C(C=CC3=CC=C2C=C1)C